FC=1C=C(C=CC1C(F)(F)F)N1CCC=2C=C(N=CC2C1)C(=O)O 7-(3-fluoro-4-(trifluoromethyl)phenyl)-5,6,7,8-tetrahydro-2,7-naphthyridine-3-carboxylic acid